7-(1-(2-fluoro-6-methylphenyl)piperidin-4-yl)-3-methyl-5-((3-(trifluoromethyl)pyridin-2-yl)methyl)pyrido[2,3-b]pyrazin-6(5H)-one FC1=C(C(=CC=C1)C)N1CCC(CC1)C1=CC=2C(=NC(=CN2)C)N(C1=O)CC1=NC=CC=C1C(F)(F)F